2-(bromomethyl)imidazo[1,2-a]pyridine hydrobromide Br.BrCC=1N=C2N(C=CC=C2)C1